N-(2-ethylhydroxy)acrylamide CCONC(C=C)=O